ClC1=NC=C(C=C1F)N1CC(C1)(F)F 2-chloro-5-(3,3-difluoroazetidin-1-yl)-3-fluoropyridine